N,N'-bis(3-methylphenyl)formamidine CC=1C=C(C=CC1)NC=NC1=CC(=CC=C1)C